N-(1-methylpiperidin-4-yl)-2-(1-phenyl-1H-pyrazol-4-yl)-1,3-thiazole-4-carboxamide CN1CCC(CC1)NC(=O)C=1N=C(SC1)C=1C=NN(C1)C1=CC=CC=C1